COC1=NC(=NN2C1=C(C=C2)C2=CC=1N(C=C2)N=CC1)NC1CC2(CN(C2)C(=O)OC(C)(C)C)C1 tert-butyl 6-((4-methoxy-5-(pyrazolo[1,5-a]pyridin-5-yl)pyrrolo[2,1-f][1,2,4]triazin-2-yl)amino)-2-azaspiro[3.3]heptane-2-carboxylate